C(C(=O)O)(=O)O.C(CCC)CC(=O)C=C(C)C normal-butylmesityl oxide oxalate